(S)-N-(bis(3-chloro-4-fluorophenyl)methyl)-5-oxopyrrolidine-3-carboxamide ClC=1C=C(C=CC1F)C(NC(=O)[C@@H]1CNC(C1)=O)C1=CC(=C(C=C1)F)Cl